phenyl-1H-benzo[d]imidazol-2-amine C1(=CC=CC=C1)N1C(=NC2=C1C=CC=C2)N